2-(4-((2-(cyclopropyl(methyl)amino)pyridin-4-yl)oxy)phenyl)-4-(2,6-difluorobenzyl)-2,4-dihydro-3H-1,2,4-triazol-3-one C1(CC1)N(C1=NC=CC(=C1)OC1=CC=C(C=C1)N1N=CN(C1=O)CC1=C(C=CC=C1F)F)C